CN1C(C(=CC2=C1N=C(N=C2)S(=O)(=O)C)N2CCN(C1=C(C=CC=C21)[N+](=O)[O-])C(C(F)(F)F)=O)=O 8-methyl-2-methylsulfonyl-6-[5-nitro-4-(2,2,2-trifluoroacetyl)-2,3-dihydroquinoxalin-1-yl]pyrido[2,3-d]pyrimidin-7-one